C(#N)C1(CC1)NS(=O)(=O)C1=CC=C2C3=C(N(C2=C1)C=1SC(=NN1)C(F)F)N=CN=C3C3OCCCC3 N-(1-cyanocyclopropyl)-9-(5-(difluoromethyl)-1,3,4-thiadiazol-2-yl)-4-(tetrahydro-2H-pyran-2-yl)-9H-pyrimido[4,5-b]indole-7-sulfonamide